3-(dibenzo[b,d]thiophen-2-yl)benzo[c]isoxazole C1=C(C=CC=2SC3=C(C21)C=CC=C3)C3=C2C(=NO3)C=CC=C2